C[C@@]12[C@H](CC[C@H]1[C@@H]1CCC=3C=C(C=CC3[C@H]1CC2)O)O oestra-1,3,5(10)-triene-3,17β-diol